(3R,4S)-3-acetoxy-4-(3-hydroxy-1-propynyl)-2-azetidinone C(C)(=O)O[C@H]1C(N[C@H]1C#CCO)=O